(1-(cyclopropylmethyl)-1h-imidazol-5-yl)methylamine hydrochloride Cl.C1(CC1)CN1C=NC=C1CN